di(4-(dimethylhydroxysilyl)phenyl)dimethylsilane C[Si](C1=CC=C(C=C1)[Si](C)(C)C1=CC=C(C=C1)[Si](C)(C)O)(O)C